NC=1NC(C=2N(C(N(C2N1)[C@@H]1O[C@@H]([C@@H]([C@H]1O)O)CO)=O)CC1CC1)=O 2-Amino-7-(cyclopropylmethyl)-9-((2R,3R,4R,5R)-3,4-dihydroxy-5-(hydroxymethyl)tetrahydrofuran-2-yl)-7,9-dihydro-1H-purine-6,8-dione